2-isocyanatomethyl-3-thiapentane N(=C=O)CC(C)SCC